2,2-dimethoxymethyl-5-methoxymethyl-furan ethyl-1-[[4-[[(1Z)-2-ethoxy-3,3,3-trifluoro-1-propen-1-yl]oxy]phenyl]methyl]-1H-pyrazole-4-carboxylate C(C)OC(=O)C=1C=NN(C1)CC1=CC=C(C=C1)O\C=C(\C(F)(F)F)/OCC.COCC1(OC(=CC1)COC)COC